(S)-N-(8,9-difluoro-6-oxo-1,4,5,6-tetrahydro-2H-pyrano[3,4-c]isoquinolin-1-yl)-N-methyl-3-(methylsulphonamido)benzamide FC=1C(=CC=2C3=C(NC(C2C1)=O)COC[C@H]3N(C(C3=CC(=CC=C3)NS(=O)(=O)C)=O)C)F